NC1(C(CN(C1)CC1=CC=C(C=C1)OC)CO)C (4-amino-1-(4-methoxybenzyl)-4-methylpyrrolidin-3-yl)methanol